1H-1,2,3-triazolo[4,5-b]pyridinium 3-oxide tetrafluoroborate F[B-](F)(F)F.[NH2+]1N=[N+](C2=NC=CC=C21)[O-]